5-chloro-6-(1-(1-ethoxyethyl)-1H-pyrazol-4-yl)-N-(tetrahydro-2H-pyran-4-yl)-[1,2,4]triazolo[1,5-a]pyridin-2-amine ClC1=C(C=CC=2N1N=C(N2)NC2CCOCC2)C=2C=NN(C2)C(C)OCC